dichloro(N,N,N',N'-tetramethylethylenediamine) nickel (II) [Ni+2].ClC(C(N(C)C)Cl)N(C)C